The molecule is a one-carbon compound that is methanesulfonic acid in which the hydrogens attached to the methyl carbon have been replaced by fluorines. It is a one-carbon compound and a perfluoroalkanesulfonic acid. It is a conjugate acid of a triflate. C(F)(F)(F)S(=O)(=O)O